N1(C=NC=C1)CCCNCC=1C=CC=2N(C3=CC=CC=C3C2C1)C 3-(1H-imidazol-1-yl)-N-((9-methyl-9H-carbazol-3-yl)methyl)propylamine